(2S,4R)-4-((1H-1,2,3-triazol-1-yl)methyl)-1-((9,9-difluoro-9H-fluorene-3-carbonyl)glycyl)-4-fluoropyrrolidine-2-carboxylic acid N1(N=NC=C1)C[C@]1(C[C@H](N(C1)C(CNC(=O)C=1C=CC=2C(C3=CC=CC=C3C2C1)(F)F)=O)C(=O)O)F